CN1C(=O)C=CS1 methylisothiazolInone